3-(5-acetylisoindolin-2-yl)-1-(2,3-dihydrobenzo[b][1,4]dioxin-6-yl)propan-1-one C(C)(=O)C=1C=C2CN(CC2=CC1)CCC(=O)C1=CC2=C(OCCO2)C=C1